3,3-dicyclopropyl-N-[4-[3,5-dimethyl-1-(2-trimethylsilylethoxymethyl)pyrazol-4-yl]phenyl]-2-(4-fluoro-5-phenyl-1H-imidazol-2-yl)propanamide C1(CC1)C(C(C(=O)NC1=CC=C(C=C1)C=1C(=NN(C1C)COCC[Si](C)(C)C)C)C=1NC(=C(N1)F)C1=CC=CC=C1)C1CC1